tert-butyl 3-(1-(3-amino-6-bromopyrazin-2-yloxy)ethyl)-2,4-dichlorobenzoate NC=1C(=NC(=CN1)Br)OC(C)C=1C(=C(C(=O)OC(C)(C)C)C=CC1Cl)Cl